CCOC(=O)[C@@H]1[C@H](C1(C)C)C=C(C)C trans-chrysanthemic acid ethyl ester